N(=[N+]=[N-])C[C@]1([C@H]([C@@H]([C@@H](O1)N1C(NC(C(=C1)F)=O)=O)F)OC(C1=CC=CC=C1)(C1=CC=CC=C1)C1=CC=C(C=C1)OC)COC(C1=CC=CC=C1)(C1=CC=CC=C1)C1=CC=C(C=C1)OC 1-[(2R,3S,4R,5R)-5-(azidomethyl)-3-fluoro-4-[(4-methoxyphenyl)diphenylmethoxy]-5-{[(4-methoxyphenyl)diphenylmethoxy]methyl}oxolan-2-yl]-5-fluoro-3H-pyrimidine-2,4-dione